O=C1C(NC(C1)=O)=O oxopyrrolidin-2,5-dione